CC(C)(C=CC1=CC=CC=C1)C=1N=CSC1 4-(2-methyl-4-phenylbut-3-en-2-yl)thiazol